4-(1-((tert-Butoxycarbonyl)amino)cyclopropyl)benzoic acid methyl ester COC(C1=CC=C(C=C1)C1(CC1)NC(=O)OC(C)(C)C)=O